FC(C=1C=C(C=C(C1)C(F)(F)F)/C=C/C(=O)OCCC1=CC=CC=C1)(F)F (E)-phenethyl 3-(3,5-bis(trifluoromethyl) phenyl)acrylate